[1,3]Dioxolano[4,5-b]pyridin-6-amine O1COC2=NC=C(C=C21)N